ClC1=CC=C(C=C1)C1=C(CCC(C1)(C)C)CN1CCN(CC1)CC=1C(=C2C(N(C(C2=CC1)=O)C1C(NC(CC1)=O)=O)=O)F 5-((4-((4'-chloro-5,5-dimethyl-3,4,5,6-tetrahydro-[1,1'-biphenyl]-2-yl)methyl)piperazin-1-yl)methyl)-2-(2,6-dioxopiperidin-3-yl)-4-fluoroisoindoline-1,3-dione